3-((2S)-2-hydroxy-3-(8-(6-methoxypyridin-3-ylsulfonyl)-1-oxa-8-azaspiro[4.5]dec-3-ylamino)propoxy)-N-methylbenzenesulfonamide O[C@H](COC=1C=C(C=CC1)S(=O)(=O)NC)CNC1COC2(C1)CCN(CC2)S(=O)(=O)C=2C=NC(=CC2)OC